C(C)(C)(C)C=1C(=C(C=C(C1)CCC(=O)OC)N1N=C2C(=N1)C=CC=C2)O 2-(3'-tert-butyl-2'-hydroxy-5'-(2-methoxycarbonyl-ethyl)phenyl)benzotriazole